6-(Fmoc-amino)hexanoic acid C(=O)(OCC1C2=CC=CC=C2C2=CC=CC=C12)NCCCCCC(=O)O